(6-deoxy-alpha-L-mannopyranosyl)-beta-D-glucopyranose [C@@H]1([C@H](O)[C@H](O)[C@@H](O)[C@@H](O1)C)[C@]1(O)[C@H](O)[C@@H](O)[C@H](O)[C@H](O1)CO